chloropropyl-dimethyl-propoxysilane ClCCC[Si](OCCC)(C)C